COC=CC=1C(=NN(C1)C)C 4-(2-methoxyvinyl)-1,3-dimethyl-1H-pyrazole